CC1=CC=C2N=C(C(N(C2=C1)CC1=NC=CN=C1C(F)(F)F)=O)C1CCNCC1 7-methyl-3-(piperidin-4-yl)-1-((3-(trifluoromethyl)pyrazin-2-yl)methyl)quinoxalin-2(1H)-one